N-{2-benzyl-2-azaspiro[3.3]heptan-6-yl}-3-(5-cyanopyrimidin-2-yl)-3,6-diazabicyclo[3.1.1]heptane-6-carboxamide C(C1=CC=CC=C1)N1CC2(C1)CC(C2)NC(=O)N2C1CN(CC2C1)C1=NC=C(C=N1)C#N